CC=1C=CC2=C(N=C(O2)C2CCN(CC2)C2=NC=3N(C4=CC=C(C=C24)C#N)C=NN3)C1 5-(4-(5-methylbenzo[d]oxazol-2-yl)piperidin-1-yl)-[1,2,4]triazolo[4,3-a]quinazoline-7-carbonitrile